C(C=C)(=O)[O-].OC=1C=C(C=CC1OC)C(C(C[NH3+])C1=CC(=C(C(=C1)OC)OC)OC)C (E)-3-(3-hydroxy-4-methoxyphenyl)-2-(3,4,5-trimethoxyphenyl)n-butyl-ammonium acrylate